N-[[5-[7,7-difluoro-2-[(2S,3R)-3-hydroxy-2-methyl-azetidin-1-yl]-5,6-dihydrocyclopenta[d]pyrimidin-4-yl]-2,3-dihydrobenzofuran-7-yl]methyl]methanesulfonamide FC1(CCC2=C1N=C(N=C2C=2C=C(C1=C(CCO1)C2)CNS(=O)(=O)C)N2[C@H]([C@@H](C2)O)C)F